hydroxyl-benzene OC1=CC=CC=C1